BrC1=C2CCN(CC2=C(C=C1)F)C(=O)OC(C)(C)C tert-butyl 5-bromo-8-fluoro-3,4-dihydroisoquinoline-2(1H)-carboxylate